C1NCC12CC1(CCN(CC1)C(=O)OC(C)(C)C)C2 tert-butyl 2,9-diazadispiro[3.1.5^{6}.1^{4}]dodecane-9-carboxylate